6-oxo-4-phenyl-1,6-dihydropyridine-3-carboxylic acid ethyl ester C(C)OC(=O)C1=CNC(C=C1C1=CC=CC=C1)=O